(E)-5-fluoro-N-(2-methoxy-5-(4-(4-(4-oxopent-2-enoyl)piperazin-1-yl)quinazolin-6-yl)pyridine-3-yl)pyridine-2-sulfonamide FC=1C=CC(=NC1)S(=O)(=O)NC=1C(=NC=C(C1)C=1C=C2C(=NC=NC2=CC1)N1CCN(CC1)C(\C=C\C(C)=O)=O)OC